2,3-diethyl-2,3-diphenyl-pentane C(C)C(C)(C(CC)(C1=CC=CC=C1)CC)C1=CC=CC=C1